FC(C=1C=CC(=NC1)C1=CN=C(O1)NC=1C=NC(=NC1)C#N)(F)F 5-((5-(5-(Trifluoromethyl)pyridin-2-yl)oxazol-2-yl)amino)pyrimidine-2-carbonitrile